NC=1C(=C(C=C2C=C(N=CC12)NC(=O)NCC)C1=C(C2=C(OCCN2)N=C1)C)F 1-(8-Amino-7-fluoro-6-(8-methyl-2,3-dihydro-1H-pyrido[2,3-b][1,4]oxazin-7-yl)isoquinolin-3-yl)-3-ethylurea